L-2-aminoisovalerate N[C@H](C(=O)[O-])C(C)C